C(C)(C)(C)OC(=O)N1CCN(CC1)C1=CN(C2=CC(=CC=C12)N1C(NC(CC1)=O)=O)C(=O)OC(C)(C)C tert-Butyl 3-(4-(tert-butoxycarbonyl)piperazin-1-yl)-6-(2,4-dioxotetrahydropyrimidin-1(2H)-yl)-1H-indole-1-carboxylate